C1(C(=CC(N1)=O)CCCCCC=1C(=O)NC(C1)=O)=O pentamethylenebismaleimide